C(C)(C)(C)C1=CC=C(C=C1)C1N(C1)S(=O)(=O)C1=CC=C(C=C1)[N+](=O)[O-] 2-(4-(tert-butyl)phenyl)-1-p-nitrobenzenesulfonylaziridine